C(C)OC(=O)N(CC(C)C)C(C(=O)[O-])C ((ethoxy carbonyl)(isobutyl)amino)propanoate